2-(morpholin-4-yl)-N-({5-[4-(trifluoromethoxy)phenyl]-4H-1,2,4-triazol-3-yl}methyl)-8-(trifluoromethyl)pyrazolo[1,5-a][1,3,5]triazin-4-amine N1(CCOCC1)C1=NC=2N(C(=N1)NCC1=NN=C(N1)C1=CC=C(C=C1)OC(F)(F)F)N=CC2C(F)(F)F